FC(OC1=NC=CC(=C1)CNC(=O)NC1COC12CCCCC2)F 1-[[2-(difluoromethoxy)pyridin-4-yl]methyl]-3-(1-oxaspiro[3.5]nonan-3-yl)urea